ClC1=C(C=C(C=2C3=C(NC12)CCNC([C@H]3C)=O)NC(COC)=O)Cl (S)-N-(7,8-Dichloro-1-methyl-2-oxo-1,2,3,4,5,6-hexahydroazepino[4,5-b]indol-10-yl)-2-methoxyacetamide